2-bromo-N-(4-((2,6-difluorophenyl)diazenyl)-3,5-difluorobenzyl)acetamide BrCC(=O)NCC1=CC(=C(C(=C1)F)N=NC1=C(C=CC=C1F)F)F